OC(C[C@@H](C)N1C(C2=CC(=C(C=C2C1)NC(=O)C=1C=NN2C1N=CC=C2)N2CCOCC2)=O)(C)C N-[2-[(1R)-3-hydroxy-1,3-dimethyl-butyl]-6-morpholino-1-oxo-isoindolin-5-yl]pyrazolo[1,5-a]pyrimidine-3-carboxamide